C1=C(C=C(C2=NO[N+](=C21)[O-])[N+](=O)[O-])[N+](=O)[O-] 4,6-DINITROBENZOFUROXAN